ClC1=NC=CC(=C1C)B(O)O (2-chloro-3-methylpyridin-4-yl)boronic acid